6-(3-amino-4-fluorophenyl)-N-methyl-8,9-dihydroimidazo[1',2':1,6]pyrido[2,3-d]pyrimidin-2-amine NC=1C=C(C=CC1F)C1=CC2=C(N=C(N=C2)NC)N2C1=NCC2